(3,5-di-tert-butyl-4-hydroxyphenyl)propionic acid stearate C(CCCCCCCCCCCCCCCCC)(=O)O.C(C)(C)(C)C=1C=C(C=C(C1O)C(C)(C)C)C(C(=O)O)C